N1CCCC12C(NCC2)=O 1,7-diazaspiro[4.4]nonan-6-one